NCCOC=1C=CC(=NC1)C1=C(C=C(C#N)C=C1)OC1=CC(=NC(=C1)N1CCOCC1)C 4-[5-(2-aminoethoxy)pyridin-2-yl]-3-(2-methyl-6-morpholin-4-ylpyridin-4-yl)oxybenzonitrile